O=C1C2C=CC1CC2 7-oxonorbornene